6-(3-Fluoro-5-isobutoxyphenyl)-2-phenoxy-N-(1H-pyrazol-5-ylsulfonyl)pyridin-3-carboxamid FC=1C=C(C=C(C1)OCC(C)C)C1=CC=C(C(=N1)OC1=CC=CC=C1)C(=O)NS(=O)(=O)C1=CC=NN1